(R)-3-Benzyl-9-methyl-4-oxo-2,3,4,9-tetrahydro-1H-carbazole-3-carbonitrile C(C1=CC=CC=C1)[C@]1(CCC=2N(C3=CC=CC=C3C2C1=O)C)C#N